FC1(CCN(CC1)CC1=CC(=C(C=C1)C=1C=C2C(=CC=NC2=CC1)NC=1C=CC2=C(N=CS2)C1)F)F N-(6-(4-((4,4-difluoropiperidin-1-yl)methyl)-2-fluorophenyl)quinolin-4-yl)benzo[d]thiazol-5-amine